(cyclobutylmethyl)-5-(3-(difluoromethyl)imidazo[1,2-b]pyridazin-6-yl)-7H-pyrrolo[2,3-d]pyrimidine C1(CCC1)CC=1N=CC2=C(N1)NC=C2C=2C=CC=1N(N2)C(=CN1)C(F)F